N-(4-methylbenzyl)-3-(2-pivaloylamino-1H-benzo[d]imidazol-6-yl)benzamide CC1=CC=C(CNC(C2=CC(=CC=C2)C=2C=CC3=C(NC(=N3)NC(C(C)(C)C)=O)C2)=O)C=C1